OCC#CCC#CCC#CCCC(=O)OC Methyl 12-Hydroxydodeca-4,7,10-triynoate